CN1N=CC2=C1C=CC=C2 N-methyl-benzopyrazole